FC1=C(C(=C(C(=C1[2H])[2H])C1(NCC(CC1)C)[2H])[2H])[2H] 2-(4-Fluorophenyl-2,3,5,6-d4)-5-methylpiperidine-2-d